C(=O)OCOC1=NN(C=C1)C1=CC=C(C=C1)Cl (N-p-chlorophenyl)-3-pyrazolyloxymethyl formate